C1=CC=CC=2C3=CC=CC=C3N(C12)C1=C(C#N)C(=C(C(C1)(C#N)N1C2=CC=CC=C2C=2C=CC=CC12)N1C2=CC=CC=C2C=2C=CC=CC12)N1C2=CC=CC=C2C=2C=CC=CC12 2,4,5,6-tetrakis(9H-carbazol-9-yl)terephthalonitrile